O=C1NC(CCC1N1C(C2=CC=C(C=C2C1=O)N1CC(C1)C#CC=1C=NN(C1)C(C(=O)NC1=C(C=C(C=C1)C(F)(F)F)C#C)(C)C)=O)=O 2-(4-((1-(2-(2,6-dioxopiperidin-3-yl)-1,3-dioxoisoindolin-5-yl)azetidin-3-yl)ethynyl)-1H-pyrazol-1-yl)-N-(2-ethynyl-4-(trifluoromethyl)phenyl)-2-methylpropanamide